[6-(4-Dimethylamino-piperidin-1-yl)-2-methyl-pyrimidin-4-yl]-(5-pyridin-4-yl-thiazol-2-yl)-amine hydrochloride Cl.CN(C1CCN(CC1)C1=CC(=NC(=N1)C)NC=1SC(=CN1)C1=CC=NC=C1)C